1-benzyl-3-hydroxy-4-azepan-1-ylmethyl-pyridin-2(1H)-one C(C1=CC=CC=C1)N1C(C(=C(C=C1)CN1CCCCCC1)O)=O